1-[5-{[(2,5-Difluorophenyl)(2H2)methyl]oxy}-1-(2-methylpropyl)-1H-pyrazol-3-yl](2H2)methanamine monocitrate C(CC(O)(C(=O)O)CC(=O)O)(=O)O.FC1=C(C=C(C=C1)F)C(OC1=CC(=NN1CC(C)C)C(N)([2H])[2H])([2H])[2H]